5-{4-Amino-5-[(3-aminoazetidin-1-yl)methyl]pyrrolo[2,1-f][1,2,4]triazin-7-yl}-N-[(3R,4S)-4-fluoro-1-(3,3,3-trifluoro-2-hydroxypropyl)pyrrolidin-3-yl]-2-methoxypyridin-3-carboxamid NC1=NC=NN2C1=C(C=C2C=2C=C(C(=NC2)OC)C(=O)N[C@@H]2CN(C[C@@H]2F)CC(C(F)(F)F)O)CN2CC(C2)N